C1(CCCC1)N1C(C2=C(C=C1)C(=CN2)C2=NC(=NC=C2C(F)(F)F)N[C@@H]2CNCCC2)=O 6-cyclopentyl-3-(2-{[(3S)-piperidin-3-yl]amino}-5-(trifluoromethyl)pyrimidin-4-yl)-1H,6H,7H-pyrrolo[2,3-c]pyridin-7-one